CN1C=CC(=C1)C=1N(C=CC1)C 1-methyl-4-(1-methyl-1H-pyrrol-2-yl)-1H-pyrrol